C(C)(C)(C)OC(=O)C1=CC=NC2=CC=C(C=C12)B(O)O (4-(Tert-Butoxycarbonyl)quinolin-6-yl)boronic acid